C(#N)C[C@@H]1N(CCN(C1)C=1C2=C(N=C(N1)OC1CCN(CC1)C1CCOCC1)CNC2)C(=O)OCC2=CC=CC=C2 benzyl (S)-2-(cyanomethyl)-4-(2-((1-(tetrahydro-2H-pyran-4-yl)piperidin-4-yl)oxy)-6,7-dihydro-5H-pyrrolo[3,4-d]pyrimidin-4-yl)piperazine-1-carboxylate